2-[(1Z)-5-fluoro-2-methyl-1-{[4-(2,4,5-trifluorophenoxy)phenyl]methylidene}-1H-inden-3-yl]acetic acid FC=1C=C2C(=C(/C(/C2=CC1)=C/C1=CC=C(C=C1)OC1=C(C=C(C(=C1)F)F)F)C)CC(=O)O